4-(5-Chloropyrimidin-2-ylamino)-3-fluorobenzoic acid methyl ester COC(C1=CC(=C(C=C1)NC1=NC=C(C=N1)Cl)F)=O